ClC=1C=C(C=C(C1)Cl)NC1=NC=C(C(=N1)NC1CCNCC1)C=1C=NN(C1)CCO 2-(4-(2-(3,5-dichlorophenylamino)-4-(piperidin-4-ylamino)pyrimidin-5-yl)-1H-pyrazol-1-yl)ethanol